2-[4-[methyl-(2-morpholin-4-yl-pyridin-4-yl)amino]phenoxy]pyrido[3,4-d]pyrimidin-4-ol CN(C1=CC=C(OC=2N=C(C3=C(N2)C=NC=C3)O)C=C1)C1=CC(=NC=C1)N1CCOCC1